(2R,3S,5R)-5-(6-amino-2-fluoro-9H-purin-9-yl)-2-ethynyl-2-(hydroxymethyl)tetrahydrofuran-3-yl (1,3-bis(tetradecanoyloxy)propan-2-yl) glutarate C(CCCC(=O)OC(COC(CCCCCCCCCCCCC)=O)COC(CCCCCCCCCCCCC)=O)(=O)O[C@@H]1[C@](O[C@H](C1)N1C2=NC(=NC(=C2N=C1)N)F)(CO)C#C